2-((3-(4-aminoimidazo[2,1-f][1,2,4]triazin-7-yl)-4-methylphenyl)sulfonyl)-2-azaspiro[3.3]heptan-6-ol NC1=NC=NN2C1=NC=C2C=2C=C(C=CC2C)S(=O)(=O)N2CC1(C2)CC(C1)O